dibutoxypropane C(CCC)OC(C)(C)OCCCC